C[SiH](C)[Hf](C1C=CC2=CC=CC=C12)C1C=CC2=CC=CC=C12 dimethylsilanyl-bis(indenyl)hafnium